FC1=C(C=CC=C1F)N(C(NCC1CCC(CC1)COCC(=O)O)=O)C1=CC=CC=C1 2-(((1r,4r)-4-((3-(2,3-difluorophenyl)-3-phenylureido)methyl)cyclohexyl)methoxy)acetic acid